C(CCC)COCCOCCOCCO Triethylenglycol butyl-methyl ether